C(C(C)(C)C)[Al](CC(C)(C)C)CC(C)(C)C Trineopentylaluminum